tert-butyl (S)-(4-methyl-1-(5-methyl-1,3,4-oxadiazol-2-yl)pentan-2-yl)carbamate CC(C[C@@H](CC=1OC(=NN1)C)NC(OC(C)(C)C)=O)C